2-Amino-7-fluoro-4-(2-fluoro-10-(2-fluoroacryloyl)-14-oxo-8,8a,9,10,11,12-hexahydro-7H,14H-pyrazino[1',2':5,6][1,5]diazocino[3,2,1-hi]indazol-3-yl)benzo[b]thiophene-3-carbonitrile NC1=C(C2=C(S1)C(=CC=C2C2=C1C=NN3C1=C(C=C2F)C(N2C(CC3)CN(CC2)C(C(=C)F)=O)=O)F)C#N